O=C1NC(CCC1N1C(C2=CC=CC(=C2C1=O)NC1CCC(CC1)C(=O)N1C[C@H](CC1)CC(=O)O)=O)=O 2-((3R)-1-((1R,4R)-4-((2-(2,6-DIOXOPIPERiDIN-3-YL)-1,3-DIOXOISOINDOLIN-4-YL)AMINO)CYCLOHEXANE-1-CARBONYL)PYRROLIDIN-3-YL)ACETIC ACID